Cl.N[C@H](CC#N)C (S)-3-aminobutanenitrile hydrochloride